2-amino-6-(2-(2,6-dioxopiperidin-3-yl)-1-oxoisoindolin-5-yl)-4-isopropylnicotinonitrile NC1=C(C#N)C(=CC(=N1)C=1C=C2CN(C(C2=CC1)=O)C1C(NC(CC1)=O)=O)C(C)C